2-oxo-1-phenyl-5-pyridin-2-yl-1,2-dihydropyridin O=C1N(C=C(C=C1)C1=NC=CC=C1)C1=CC=CC=C1